benzyl 3-[3-(2-hydroxyphenyl)-5-methyl-6H,7H-pyrrolo[2,3-c]pyridazin-5-yl]azetidine-1-carboxylate OC1=C(C=CC=C1)C1=CC2=C(N=N1)NCC2(C)C2CN(C2)C(=O)OCC2=CC=CC=C2